ClCC1=NC(=NC(=N1)NC1=CC=C(C=C1)OC(C)C)N 6-(chloromethyl)-N2-(4-isopropoxyphenyl)-1,3,5-triazine-2,4-diamine